C(C)(C)(C)S(=O)(=O)C=1C(=CC=2N(C1)C(=CN2)N2N=CC(=C2)N)OC 1-(6-(tert-butylsulfonyl)-7-methoxyimidazo[1,2-a]pyridin-3-yl)-1H-pyrazol-4-amine